FC=1C=C(C=CC1)C=1N=C(C(=NC1)C(=O)N)CC=1SC(=CC1)C1=CC(=C(C=C1)OC)C (3-fluorophenyl)-((5-(4-methoxy-3-methylphenyl)thiophen-2-yl)methyl)pyrazine-2-carboxamide